C(C)(=O)O[C@@H]1C[C@H]2C[C@H]([C@@H](C1)N2CC2=CC=CC=C2)O[Si](C)(C)C(C)(C)C |&1:8| (±)-(1S,3R,5R)-8-benzyl-6-((tert-butyldimethylsilyl) oxy)-8-azabicyclo[3.2.1]Oct-3-yl acetate